CN(C(CCCCCCCC\C=C/CCCCCCCC(=O)OCC)CCCCCCCC)C ethyl (9Z)-19-(dimethylamino)heptacos-9-enoate